(E)-3-(3-methoxy-4-(4-((2-methyl-2-(p-tolyloxy)propionyl)oxy)butoxy)phenyl)acrylic acid COC=1C=C(C=CC1OCCCCOC(C(C)(OC1=CC=C(C=C1)C)C)=O)/C=C/C(=O)O